CN1C(C(=NC2=CC(=C(C=C12)C)C)C1=CC=C(C=C1)C)=O 1,6,7-trimethyl-3-(p-tolyl)quinoxalin-2(1H)-one